[Co].[Cu].[Ag].[Sn] tin-silver-copper-cobalt